ClC1=CC(=C(S1)C(=O)OC)S(NC1=CC(=C(C=C1)OCC)OCC)(=O)=O methyl 5-chloro-3-(N-(3,4-diethoxyphenyl)sulfamoyl)thiophene-2-carboxylate